CN(C1=CC=C(C=C1)CN(CC1=CC=C(C=C1)CNCC1=NC=CC=C1)C1CCCCC=2C1=NC=CC2)C N-[(4-dimethylaminophenyl)methyl]-N'-(2-pyridinylmethyl)-N-(6,7,8,9-tetrahydro-5H-cyclohepta[b]pyridin-9-yl)-1,4-benzenedimethanamine